NC1=C(C=C(C=C1)C1CN(CC1)C(=O)OC(C)(C)C)CC tert-butyl 3-(4-amino-3-ethylphenyl)pyrrolidine-1-carboxylate